C(C)(=O)C=1C(=CC2=C(OCO2)C1)NC(C(C)(C)Br)=O N-(6-acetylbenzo[d][1,3]dioxol-5-yl)-2-bromo-2-methylpropanamide